C(C)(C)(C)OC(=O)C1=C(C=C(C=C1F)CCC(=O)O)F 3-(4-(tert-butoxycarbonyl)-3,5-difluorophenyl)propanoic acid